4-(3-((2-bromopyridin-4-yl)oxy)azetidin-1-yl)-6-(2-(methoxymethoxy)phenyl)pyridazin-3-amine BrC1=NC=CC(=C1)OC1CN(C1)C1=C(N=NC(=C1)C1=C(C=CC=C1)OCOC)N